ethyl 1-[(6-{3-azabicyclo[3.1.0]hex-3-yl}-2-methylpyridin-3-yl) methyl]-3-(chloromethyl)-1H-pyrazole-4-carboxylate C12CN(CC2C1)C1=CC=C(C(=N1)C)CN1N=C(C(=C1)C(=O)OCC)CCl